N-(36-(9Z,12Z-octadecadienoyloxy)-hexatriacontanoyl)-sphinganine C(C=CC=CCCCCCCCCCCCCC)(=O)OCCCCCCCCCCCCCCCCCCCCCCCCCCCCCCCCCCCC(=O)N[C@@H](CO)[C@H](O)CCCCCCCCCCCCCCC